C(C)(C)(C)C(=O)N1C[C@@H](NCC1)C (S)-4-N-tert-butylcarbonyl-2-methylpiperazine